OC(C)COCCCCC(CCCCCCCCCC)=O 2-hydroxy-4-oxa-9-oxo-nonadecane